cyclopropyl-L-alanine C1(CC1)N[C@@H](C)C(=O)O